1-allyl-3-hexylimidazole chloride salt [Cl-].C(C=C)N1CN(C=C1)CCCCCC